C(C)(=O)OC=1C(=NC=CC1OC)C(=O)N[C@@H](C)C(=O)O[C@@H](C)[C@@H](C)C1=C(C=C(C=C1)C)C (2S,3S)-3-(2,4-dimethylphenyl)butan-2-yl N-[(3-acetoxy-4-methoxypyridin-2-yl)carbonyl]-L-alaninate